BrC1=CC=C(C=N1)C1=CC(=C(C(N)=N)C=C1)F 4-(6-bromopyridin-3-yl)-2-fluorobenzimidamide